NC1=NN(C2=NC=C(C=C21)Br)CCC(C)(O)C 4-(3-amino-5-bromo-1H-pyrazolo[3,4-b]pyridin-1-yl)-2-methylbutan-2-ol